CC1=NC2=C3C(=CC=C2C(=N1)N)CCC3 2-methyl-8,9-dihydro-7H-cyclopenta[H]quinazolin-4-amine